1-pyrenemethacrylate C1(=CC=C2C=CC3=CC=CC4=CC=C1C2=C34)CC(C(=O)[O-])=C